non-2-yl-benzamide CC(CCCCCCC)C1=C(C(=O)N)C=CC=C1